(benzyl)-4-piperidone C(C1=CC=CC=C1)N1CCC(CC1)=O